C(C)(C)(C)OC(NC1=CC(=C(C=C1)OC)NC(C1=CC(=CC=C1)C(F)(F)F)=O)=O [4-methoxy-3-(3-trifluoromethylbenzoylamino)phenyl]carbamic acid t-butyl ester